ClC=1C=C(C=CC1)[C@@H]1[C@H](C1)C(=O)NC1=CC(=NC=N1)NCC=1N=C2N(C=C(C=C2C(C(=O)O)C)C2CC2)C1 |o1:7,8| (2-(((6-((1S*,2S*)-2-(3-chlorophenyl)cyclopropane-1-carboxamido)pyrimidin-4-yl)amino)methyl)-6-cyclopropylimidazo[1,2-a]pyridin-8-yl)propanoic acid